ClCCNC=1C=C(C=NC1)C=1N=NN(C1)CC=1N=C2N(C=C(C=C2)CN(C(OC(C)(C)C)=O)CC23CC(C2)(C3)F)C1 tert-butyl N-[[2-[[4-[5-(2-chloroethylamino)-3-pyridyl]triazol-1-yl]methyl]imidazo[1,2-a]pyridin-6-yl]methyl]-N-[(3-fluoro-1-bicyclo[1.1.1]pentyl)methyl]carbamate